FC1=CC=C(C=C1)C1=NOC(=N1)C1CCN(CC1)C(CC1=NON=C1C)=O 1-(4-(3-(4-fluorophenyl)-1,2,4-oxadiazol-5-yl)piperidin-1-yl)-2-(4-methyl-1,2,5-oxadiazol-3-yl)ethan-1-one